C(C)(C)[N@]1C(C1)C(=O)[O-].[K+] potassium (S)-1-isopropylaziridine-2-carboxylate